N12CCN(C(CC1)CC2)C(=O)C=2C1=C(N(N2)C2=CC=C(C=C2)OC)CCC1 1,4-diazabicyclo[3.2.2]nonan-4-yl-[1-(4-methoxyphenyl)-1,4,5,6-tetrahydrocyclopenta[c]pyrazol-3-yl]methanone